(R)-N-(1-(6,7-difluoro-1-oxo-1,2-dihydroisoquinolin-4-yl)ethyl)-4-fluoro-N-methyl-1H-indole-2-carboxamide FC=1C=C2C(=CNC(C2=CC1F)=O)[C@@H](C)N(C(=O)C=1NC2=CC=CC(=C2C1)F)C